1-(2,2-dibromovinyl)-4-trifluoromethylbenzene BrC(=CC1=CC=C(C=C1)C(F)(F)F)Br